FC1=C2C3(C(N(C2=CC=C1)CC1=NC2=CC=C(C=C2C(N1)=O)C)=O)CC3 fluoro-1'-((6-methyl-4-oxo-3,4-dihydroquinazolin-2-yl)methyl)spiro[cyclopropane-1,3'-indoline]-2'-one